C(C)(C)C1=C(N=CN1CCOC)C=C1C(NCC(N1)=O)=O 6-((5-isopropyl-1-(2-methoxyethyl)-1H-imidazol-4-yl)methylene)piperazine-2,5-dione